2,3-bis((3,7,11,15-tetramethylhexadecyl)oxy)propan-1-ol CC(CCOC(CO)COCCC(CCCC(CCCC(CCCC(C)C)C)C)C)CCCC(CCCC(CCCC(C)C)C)C